3-[[2-fluoro-3-(methylsulfamoylamino)phenyl]methyl]-7-[(3-fluoro-2-pyridyl)oxy]-4-methyl-chromen-2-one FC1=C(C=CC=C1NS(NC)(=O)=O)CC=1C(OC2=CC(=CC=C2C1C)OC1=NC=CC=C1F)=O